N[C@@H]1CN(CC[C@H]1F)C1=NC2=C(N1C1C(N(CC1)C1=CC=C(C=C1)Cl)=O)C=C(C(=C2)F)F 3-(2-((3R,4R)-3-amino-4-fluoropiperidin-1-yl)-5,6-difluoro-1H-benzo[d]imidazol-1-yl)-1-(4-chlorophenyl)pyrrolidin-2-one